3-ethyl-3-[5-[2-[4-(trifluoromethyl)anilino]-3-pyridinyl]-1,3,4-oxadiazol-2-yl]pyrrolidin-2-one C(C)C1(C(NCC1)=O)C=1OC(=NN1)C=1C(=NC=CC1)NC1=CC=C(C=C1)C(F)(F)F